OC=1C(=NC=CC1OC)C(=O)N[C@H](C(=O)OC(C(C)N1C=CC2=CC=C(C=C12)C(F)(F)F)C)C [1-methyl-2-[6-(trifluoromethyl)indol-1-yl]propyl] (2S)-2-[(3-hydroxy-4-methoxy-pyridine-2-carbonyl)amino]propanoate